CC1(OB(OC1(C)C)C1=CC=C2COC(C2=C1)=O)C 6-(4,4,5,5-tetramethyl-1,3,2-dioxaborolane-2-yl)Isobenzofuran-1(3H)-one